CN1C(=NC=C1C=1C(=NN(C1)C1=NNC=C1C)C(F)(F)F)C(=O)N 1-methyl-5-[1-(4-methyl-1H-pyrazol-3-yl)-3-(trifluoromethyl)pyrazol-4-yl]imidazole-2-carboxamide